2-((1r,4r)-4-(hydroxymethyl)cyclohexyl)-6-methoxy-2H-indazole-5-carboxylic acid OCC1CCC(CC1)N1N=C2C=C(C(=CC2=C1)C(=O)O)OC